1-(4-((3-(2,3-difluoro-4-methoxyphenyl)imidazo[1,2-a]pyrazin-8-yl)amino)-2-methylbenzoyl)-N-(2-hydroxy-3-(piperazin-1-yl)propyl)piperidine-4-carboxamide hydrochloride Cl.FC1=C(C=CC(=C1F)OC)C1=CN=C2N1C=CN=C2NC2=CC(=C(C(=O)N1CCC(CC1)C(=O)NCC(CN1CCNCC1)O)C=C2)C